C(C)[C@H]1N(C[C@@H](N(C1)C=1C=2C(N(C(C1)=O)C)=CN(N2)CC#N)CO)C(C)C=2C=C1N=CC=NC1=CC2 (7-((2R,5R)-5-ethyl-2-(hydroxymethyl)-4-(1-(quinoxalin-6-yl)ethyl)piperazin-1-yl)-4-methyl-5-oxo-4,5-dihydro-2H-pyrazolo[4,3-b]pyridin-2-yl)acetonitrile